C1NC(C2C1CCC2)C(=O)OC methyl trans-1,2,3,3a,4,5,6,6a-octahydrocyclopenta[c]pyrrole-3-carboxylate